1,1'-(4,5-Difluoro-1,3-phenylene)bis(2-naphthol) FC1=C(C=C(C=C1F)C1=C(C=CC2=CC=CC=C12)O)C1=C(C=CC2=CC=CC=C12)O